BrC1=C(C(=CC2=C1C=C(O2)C#N)C(=O)N(C)C)C 4-bromo-2-cyano-N,N,5-trimethyl-1-benzofuran-6-carboxamide